7-bromo-4,4-dimethyl-1,2,3,4-tetrahydroisoquinoline hydrochloride Cl.BrC1=CC=C2C(CNCC2=C1)(C)C